CN(C(=O)C1=CNC2=C1N=CN=C2NCC2=CC=C(C=C2)B(O)O)C 4-([[7-(dimethylcarbamoyl)-5H-pyrrolo[3,2-d]pyrimidin-4-yl]-amino]methyl)phenylboronic acid